2-(2-piperidyl)ethanol N1C(CCCC1)CCO